[C@H]12COC[C@@H]2C1N(C1=CC2=C(N=CN=C2N)C(=N1)C=1C(=C(C=CC1C)O)C)C 3-(6-(((1R,5S,6r)-3-oxabicyclo[3.1.0]hexan-6-yl)(methyl)amino)-4-aminopyrido[3,4-d]pyrimidin-8-yl)-2,4-dimethylphenol